BrC=1C(=NN(C1)C)C1=CN=CS1 5-(4-bromo-1-methyl-1H-pyrazol-3-yl)thiazole